FC(C(=O)O)(F)F.C(CC)N1CC=CC=C1 N-propylpyridine trifluoroacetate salt